COC(CC[C@@H](C)[C@H]1CC[C@H]2[C@@H]3C(C[C@@H]4C[C@@H](CC[C@]4(C)[C@H]3CC[C@]12C)OC(C1=CC=CC=C1)=O)=O)=O 3α-benzoyloxy-7-keto-5β-cholanic acid-24-methyl ester